(S)-5-(4-((7-ethyl-6-oxo-5H-1,5-naphthyridin-3-yl)methyl-d2)-3-methylpiperAzin-1-yl)-N-(methyl-d3)pyridine-2-carboxamide C(C)C=1C(NC=2C=C(C=NC2C1)C(N1[C@H](CN(CC1)C=1C=CC(=NC1)C(=O)NC([2H])([2H])[2H])C)([2H])[2H])=O